(S)-N-((1H-pyrrolo[3,2-c]pyridine-2-yl)methyl)-2-(5-((1-(dibenzo[b,d]furan-2-yl)ethyl)-amino)-6-oxo-2-phenylpyrimidin-1(6H)-yl)acetamide N1C(=CC=2C=NC=CC21)CNC(CN2C(=NC=C(C2=O)N[C@@H](C)C2=CC1=C(OC3=C1C=CC=C3)C=C2)C2=CC=CC=C2)=O